4-(((S)-piperidin-3-yl)amino)-6-(4-(((S)-3-(trifluoromethyl)morpholino)methyl)phenyl)pyrido[3,2-d]pyrimidine-8-carboxamide N1C[C@H](CCC1)NC=1C2=C(N=CN1)C(=CC(=N2)C2=CC=C(C=C2)CN2[C@@H](COCC2)C(F)(F)F)C(=O)N